FC(C1=CC(=NN1C)C1=NOC(=N1)C1(CC1)C1=C(C=CC(=C1)F)C)F 3-(5-(difluoromethyl)-1-methyl-1H-pyrazol-3-yl)-5-(1-(5-fluoro-2-methylphenyl)cyclopropyl)-1,2,4-oxadiazole